C1(=CC=CC=C1)B(OCN)[O-] aminomethyl phenylboronate